CS(=O)(=O)N1C=C(C=C1)C(=O)N (1-methanesulfonyl-pyrrol-3-yl)-carboxamide